N-ethylbenzoisothiazolin-3-one C(C)N1SC2=C(C1=O)C=CC=C2